2-[1-[1-(2,6-dioxo-3-piperidyl)indol-4-yl]-4-hydroxy-4-piperidyl]acetic acid tert-butyl ester C(C)(C)(C)OC(CC1(CCN(CC1)C1=C2C=CN(C2=CC=C1)C1C(NC(CC1)=O)=O)O)=O